7-methoxy-N-(6-methoxypyridin-2-yl)-2-(tetrahydrofuran-3-yl)imidazo[1,2-a]pyridine-6-carboxamide COC1=CC=2N(C=C1C(=O)NC1=NC(=CC=C1)OC)C=C(N2)C2COCC2